3-(7-((3,3-difluoro-1-methylpiperidin-4-yl)amino)-3-(thiazol-4-yl)benzofuran-2-yl)prop-2-yn FC1(CN(CCC1NC1=CC=CC=2C(=C(OC21)C#CC)C=2N=CSC2)C)F